N1(CCOCC1)CC1=CC=C(C=C1)C=1C=C(C=2N=CN=C(C2N1)N[C@]1(CNCCC1)C1=CC=CC=C1)C(=O)N 6-{4-[(morpholin-4-yl)methyl]phenyl}-4-{[(3S)-3-phenylpiperidin-3-yl]amino}pyrido[3,2-d]pyrimidine-8-carboxamide